N[C@@H]1COCC[C@H]1C#N (trans)-3-aminotetrahydropyran-4-carbonitrile